C(C)(C)C1=NOC(=N1)N1CCC(CC1)C(C)OC=1SC2=NC(=CC=C2N1)C1=CC=[N+](C=C1)[O-] 4-(2-(1-(1-(3-isopropyl-1,2,4-oxadiazol-5-yl)piperidin-4-yl)ethoxy)thiazolo[5,4-b]pyridin-5-yl)pyridin 1-oxid